4-(2-chloro-5-fluorophenyl)-1,2,3,6-tetrahydropyridine hydrochloride Cl.ClC1=C(C=C(C=C1)F)C=1CCNCC1